10,10-dimethoxy-3-benzyloxydecane COC(CCCCCCC(CC)OCC1=CC=CC=C1)OC